ClC1=C(C=CC=C1)[C@H]1CC[C@H](N1CC1=CN=C(C=C1)C1=CC=C(C=C1)F)C(=O)O (2S,5R)-5-(2-chlorophenyl)-1-(6-(4-fluorophenyl)nicotinyl)pyrrolidine-2-carboxylic acid